tert-butyl ((trans)-3-(((benzyloxy)carbonyl)amino)cyclobutyl)(methyl)carbamate C(C1=CC=CC=C1)OC(=O)N[C@@H]1C[C@H](C1)N(C(OC(C)(C)C)=O)C